BrC1=CC=C(C(=N1)F)C1(CC(C1)NC(OC(C)(C)C)=O)O tert-butyl ((1r,3r)-3-(6-bromo-2-fluoropyridin-3-yl)-3-hydroxycyclobutyl)carbamate